Methyl 6-((6-methoxy-2-(2-methylbenzoyl)benzo[b]thiophen-3-yl)oxy)-2-naphthoate COC=1C=CC2=C(SC(=C2OC=2C=C3C=CC(=CC3=CC2)C(=O)OC)C(C2=C(C=CC=C2)C)=O)C1